2-(4-nitrophenyl)-2-hydroxyiminoethyl-diphenylphosphine [N+](=O)([O-])C1=CC=C(C=C1)C(CP(C1=CC=CC=C1)C1=CC=CC=C1)=NO